FC(C1CN(C1)C(=O)C1=CC=C(C=C1)[C@@H]1[C@H](C1)C=1C=2N(N=C(C1)C=1C(NC(NC1)=O)=O)C=CN2)(F)F 5-(8-((1S,2S)-2-(4-(3-(trifluoromethyl)azetidine-1-carbonyl)phenyl)cyclopropyl)imidazo[1,2-b]pyridazin-6-yl)pyrimidine-2,4(1H,3H)-dione